N1C=C(C2=CC=CC=C12)C=N[C@@H](CCCN\C(\N)=N\[H])C(=O)O (E)-N2-[(1H-indol-3-yl)methylidene]-L-arginine